ClC[C@@H](CC#N)O (R)-4-chloro-3-hydroxybutyronitrile